CC1CC(OC1(C(F)(F)F)C)C(=O)NC=1C=NC=CC1 4,5-dimethyl-N-(pyridin-3-yl)-5-(trifluoromethyl)tetrahydrofuran-2-carboxamide